(1-(5-(3-(methylsulfonyl)-1-(oxetan-3-yl)propyl)pyridin-2-yl)-1H-pyrazol-4-yl)-3H-imidazo[4,5-b]pyridine CS(=O)(=O)CCC(C1COC1)C=1C=CC(=NC1)N1N=CC(=C1)C1=NC=2C(=NC=CC2)N1